NC1=NC2=NC=C(N=C2C(N1)=O)CN(C(C(F)(F)F)=O)C1=CC=C(C(=O)N[C@H](CCC(NCCOCCOCCOCCOCCOCCOCC#C)=O)C(=O)OC(C)(C)C)C=C1 tert-butyl (R)-26-(4-(N-((2-amino-4-oxo-3,4-dihydropteridin-6-yl)methyl)-2,2,2-trifluoroacetamido)benzamido)-23-oxo-4,7,10,13,16,19-hexaoxa-22-azaheptacos-1-yn-27-oate